N1OOC=C1 2,3-dioxazole